benzo-1,2,5-oxadiazole N1=C2C(=NO1)C=CC=C2